COC(C1=CC(=CC=C1)C)=O 3-methylbenzoic acid methyl ester